FC1=C2[C@H](N(C(C2=CC=C1C1=NC=CC(=C1)CN1CCC(CC1)C(C)O)=O)[C@@H]1C(NC(CC1)=O)=O)C (3S)-3-((3R)-4-fluoro-5-(4-((4-(1-hydroxyethyl)piperidin-1-yl)methyl)pyridin-2-yl)-3-methyl-1-oxoisoindolin-2-yl)piperidine-2,6-dione